di-(tert-butyl)(3,5-diethylphenyl)phosphonium tetrafluoroborate F[B-](F)(F)F.C(C)(C)(C)[PH+](C1=CC(=CC(=C1)CC)CC)C(C)(C)C